N-(1-(2-methoxyethyl)-3-(pyridin-2-yl)-1H-pyrazol-4-yl)-5-(1H-pyrazol-4-yl)furan-2-carboxamide COCCN1N=C(C(=C1)NC(=O)C=1OC(=CC1)C=1C=NNC1)C1=NC=CC=C1